N-{2-[(3R)-3-methylmorpholin-4-yl]-8-[1-(tetrahydro-2H-pyran-2-yl)-1H-pyrazol-5-yl]-1,7-naphthyridin-4-yl}tetrahydro-1H-1λ4-thiophen-1-imine 1-oxide C[C@H]1N(CCOC1)C1=NC2=C(N=CC=C2C(=C1)N=S1(CCCC1)=O)C1=CC=NN1C1OCCCC1